BrC=1C=C(C2=C(OCC(N2)=O)C1)F 7-bromo-5-fluoro-2H-benzo[b][1,4]oxazine-3(4H)-one